5-[4-amino-5-(trifluoromethyl)pyrrolo[2,1-f][1,2,4]triazin-7-yl]-N-[(3R,4S)-1-(6-chloropyridazine-3-carbonyl)-4-fluoropyrrolidin-3-yl]-4-fluoro-2-methylbenzamide NC1=NC=NN2C1=C(C=C2C=2C(=CC(=C(C(=O)N[C@@H]1CN(C[C@@H]1F)C(=O)C=1N=NC(=CC1)Cl)C2)C)F)C(F)(F)F